BrC1=NN2C(N(C(C=C2N2C[C@H](N(C[C@@H]2CC)C(=O)OC(C)(C)C)CC)=O)C)=C1 tert-butyl (2R,5S)-4-(2-bromo-4-methyl-5-oxo-4,5-dihydropyrazolo[1,5-a]pyrimidin-7-yl)-2,5-diethylpiperazine-1-carboxylate